O=C1NC(CCC1N1C(C2=CC=CC(=C2C1)NCCCOC=1C=C(C=CC1)[C@@H](C)NC(C)=O)=O)=O N-[(1R)-1-[3-(3-{[2-(2,6-dioxopiperidin-3-yl)-1-oxo-2,3-dihydro-1H-isoindol-4-yl]amino}propoxy)phenyl]ethyl]acetamide